C12COCC(CC1)N2C=2SC1=C(N2)C=CC(=C1C(=O)N[C@@H]1[C@H]2CC[C@@H]([C@@H]1C(NC1=CC(=C(C=C1)F)C(F)(F)F)=O)C2)OC 2-(3-Oxa-8-azabicyclo[3.2.1]octan-8-yl)-N-((1S,2R,3S,4R)-3-((4-fluoro-3-(trifluoromethyl)phenyl)carbamoyl)bicyclo[2.2.1]heptan-2-yl)-6-methoxybenzo[d]thiazole-7-carboxamide